ClC=1C=C(CNCCC2=C(C=CC(=C2)OC)OC)C=C(C1)Cl N-(3,5-dichlorobenzyl)-2-(2,5-dimethoxyphenyl)ethan-1-amine